trans-5-(2-([2,2'-bipyrimidin]-5-yl)cyclopropyl)-2-chloro-N,N-dimethylbenzamide N1=C(N=CC(=C1)[C@H]1[C@@H](C1)C=1C=CC(=C(C(=O)N(C)C)C1)Cl)C1=NC=CC=N1